2-acryloylamino-2-methylpropane-sulfonic acid C(C=C)(=O)NC(CS(=O)(=O)O)(C)C